C(C)(C)(C)OOC(C(=O)[O-])(CCCC)CC tert.-Butylperoxy-2-ethylhexanoat